3-(4-((2-cyclopropylethyl)((1s,4s)-4-(3-(trifluoromethyl)pyrrolidin-1-yl)cyclohexyl)amino)-1-oxoisoindolin-2-yl)piperidine-2,6-dione C1(CC1)CCN(C1=C2CN(C(C2=CC=C1)=O)C1C(NC(CC1)=O)=O)C1CCC(CC1)N1CC(CC1)C(F)(F)F